BrC1=CC2=C(N=C(N(C2=O)CC)[C@@H](CCC)N2CCNC[C@@H](C2)C)N=C1 6-bromo-3-ethyl-2-((R)-1-((S)-6-methyl-1,4-diazepan-1-yl)butyl)pyrido[2,3-d]pyrimidin-4(3H)-one